CC1(OCC[C@@H](C1)C=1C=C2C=C(N(C2=CC1)[C@@]1([C@H](C1)C)C1=NOC(N1)=O)C(=O)O)C 5-[(4S)-2,2-Dimethyloxacyclohexan-4-yl]-1-[(1S,2S)-2-methyl-1-(5-oxo-4H-1,2,4-oxadiazol-3-yl)cyclopropyl]Indole-2-carboxylic acid